tert-butyl 4-((3-cyano-6-cyclopropylpyridin-2-yl)amino)indoline-1-carboxylate C(#N)C=1C(=NC(=CC1)C1CC1)NC1=C2CCN(C2=CC=C1)C(=O)OC(C)(C)C